C1CN(CCN1CCCN2C3=CC=CC=C3SC4=C2C=C(C=C4)Cl)CCO The molecule is a phenothiazine derivative in which the phenothiazine tricycle carries a chloro substituent at the 2-position and a 3-[4-(2-hydroxyethyl)piperazin-1-yl]propyl group at N-10. It has a role as a phenothiazine antipsychotic drug, a dopaminergic antagonist and an antiemetic. It is a member of phenothiazines, a N-alkylpiperazine, a N-(2-hydroxyethyl)piperazine and an organochlorine compound. It derives from a hydride of a 10H-phenothiazine.